(R)-3-Hydroxy-3-(3-(6-(2-((1-(3-hydroxycyclobutyl)-4-methyl-1H-pyrazol-3-yl)amino)pyrimidin-4-yl)pyridin-2-yl)isoxazol-5-yl)-1-methylpyrrolidin-2-one O[C@@]1(C(N(CC1)C)=O)C1=CC(=NO1)C1=NC(=CC=C1)C1=NC(=NC=C1)NC1=NN(C=C1C)C1CC(C1)O